FC1=C(C=CC(=C1)F)S(=O)(=O)N(C(OC(C)(C)C)=O)CC1=C(C=C(C=C1)OC)OC tert-butyl (2,4-difluorophenyl)sulfonyl(2,4-dimethoxybenzyl)carbamate